(S)-ethyl 8-(2-amino-6-((R)-1-(4',5-dichloro-3',5'-dimethyl-[1,1'-biphenyl]-2-yl)-2,2,2-trifluoroethoxy)pyrimidin-4-yl)-2,8-diazaspiro[4.5]decane-3-carboxylate NC1=NC(=CC(=N1)N1CCC2(C[C@H](NC2)C(=O)OCC)CC1)O[C@@H](C(F)(F)F)C1=C(C=C(C=C1)Cl)C1=CC(=C(C(=C1)C)Cl)C